N-(2-bromo-3-chloropyridin-4-yl)-1,5-dimethyl-4,5,6,7-tetrahydro-1H-imidazo[4,5-c]pyridine-2-carboxamide BrC1=NC=CC(=C1Cl)NC(=O)C=1N(C2=C(CN(CC2)C)N1)C